[2-chloro-4-[[4-[1-methyl-4-(trifluoromethyl)imidazol-2-yl]phenyl]methoxy]pyrimidin-5-yl]boronic acid ClC1=NC=C(C(=N1)OCC1=CC=C(C=C1)C=1N(C=C(N1)C(F)(F)F)C)B(O)O